5-fluoro-N-(4-(1-(N-pivaloylsulfamoyl)piperidin-4-yl)phenyl)isoindoline-2-carboxamide FC=1C=C2CN(CC2=CC1)C(=O)NC1=CC=C(C=C1)C1CCN(CC1)S(NC(C(C)(C)C)=O)(=O)=O